3-methyl-dihydrofuran-2(3H)-one CC1C(OCC1)=O